C(C)(C)(C)OC(=O)N1CC2=C(C=CC(=C2C1=O)NC=1C=CC=2CN(CCCC2N1)C(=O)OC(C)(C)C)C=1C=NN2C1C=CC(=C2)C tert-butyl 2-((2-(tert-butoxycarbonyl)-7-(6-methylpyrazolo[1,5-a]pyridin-3-yl)-3-oxoisoindolin-4-yl) amino)-5,7,8,9-tetrahydro-6H-pyrido[3,2-c]azepin-6-carboxylate